The molecule is a branched C4 short-chain fatty acid carrying two methyl substituents at positions 2 and 3. The methyl group at the 2-position confers chirality, hence the compound has two possible enantiomers. CC(C)C(C)C(=O)O